ClC=1C=C(C(=NC1)C)B(O)O 5-CHLORO-2-METHYLPYRIDINE-3-BORONIC ACID